1-(m-tolyl)-1H-pyrazolo[4,3-c]pyridin-6-amine hydrochloride Cl.C1(=CC(=CC=C1)N1N=CC=2C=NC(=CC21)N)C